FC=1C=C2C(=CNC2=CC1)CCN1CCC(CC1)(COC)C(C(=O)NC1=CC=CC=C1)(C)C (1-(2-(5-fluoro-1H-indol-3-yl)ethyl)-4-(methoxymethyl)piperidin-4-yl)-N-phenylisobutyramide